OC=1C=C2CC[C@@H]([C@@H](C2=CC1)C=1C=NC(=NC1)N1CC2(C1)CCC(CC2)C=O)C2=CC=CC=C2 2-(5-((1S,2S)-6-hydroxy-2-phenyl-1,2,3,4-tetrahydronaphthalen-1-yl)pyrimidin-2-yl)-2-azaspiro[3.5]nonane-7-carbaldehyde